2-((4-(2-(4-chloro-2-methoxyphenyl)-4-fluoro-2H-chromene-8-yl)piperidin-1-yl)methyl)-1-((1-(fluoromethyl)cyclopropyl)methyl)-1H-benzo[d]imidazole-6-carboxylic acid ClC1=CC(=C(C=C1)C1OC2=C(C=CC=C2C(=C1)F)C1CCN(CC1)CC1=NC2=C(N1CC1(CC1)CF)C=C(C=C2)C(=O)O)OC